methyl (1r,2'S,4S)-4-(3-chloroanilino)-2'-[(2R)-2-(hydroxymethyl)butyl]-2',3'-dihydrospiro[cyclohexane-1,1'-indene]-4-carboxylate ClC=1C=C(NC2(CCC3([C@H](CC4=CC=CC=C34)C[C@@H](CC)CO)CC2)C(=O)OC)C=CC1